[Si](C)(C)(C(C)(C)C)OC(CN(C(OC(C)(C)C)=O)C)C(CNC(COCC1=CC=C(C=C1)OC)C)C tert-Butyl 2-(tert-butyldimethylsilyloxy)-4-(1-(4-methoxybenzyloxy)propan-2-ylamino)-3-methylbutyl(methyl)carbamate